(E)-1,1-dimethyl-3-((3-(2-(thiophen-2-yl)vinyl)-1H-pyrazole-1-carbonyl)oxy)pyrrolidin-1-ium iodide [I-].C[N+]1(CC(CC1)OC(=O)N1N=C(C=C1)\C=C\C=1SC=CC1)C